N4-hydroxy-5-azacytidine ONC1=NC(N([C@H]2[C@H](O)[C@H](O)[C@@H](CO)O2)C=N1)=O